N-(2,6-dimethylphenyl)-5-phenylimidazo[1,5-a]pyrazin CC1=C(C(=CC=C1)C)N1CN2C(C=NC=C2C2=CC=CC=C2)=C1